Heptamethyldiphenyl-nonaethoxyoctasilane C[Si]([Si]([Si]([Si]([Si]([Si]([Si]([Si](OCC)(OCC)OCC)(OCC)OCC)(OCC)OCC)(OCC)OCC)(C1=CC=CC=C1)C1=CC=CC=C1)(C)C)(C)C)(C)C